Trihexyl borate (borate) B(O)(O)O.B(OCCCCCC)(OCCCCCC)OCCCCCC